N-((5,6-dichloro-1H-benzo[d]imidazol-2-yl)methyl)-3-(1-(difluoromethyl)-1H-pyrazol-4-yl)-6-(4-methylpiperazin-1-yl)imidazo[1,2-b]pyridazin-8-amine ClC1=CC2=C(NC(=N2)CNC=2C=3N(N=C(C2)N2CCN(CC2)C)C(=CN3)C=3C=NN(C3)C(F)F)C=C1Cl